C(C)N1N=CC(=C1)C1(N=C(C2=C(N1)NC=C2)N[C@H]2CNCC2)N 2-(1-ethyl-1H-pyrazol-4-yl)-N4-((3R,5S)-pyrrolidin-3-yl)-7H-pyrrolo[2,3-d]pyrimidine-2,4-diamine